3-(3-Methoxybenzoyl)piperidine-1-carboxylic acid tert-butyl ester C(C)(C)(C)OC(=O)N1CC(CCC1)C(C1=CC(=CC=C1)OC)=O